8-methyl-3,8-diazabicyclo[3.2.1]Octane CN1C2CNCC1CC2